N(C(C(=O)[O-])CC(=O)[O-])C(C(=O)[O-])CC(=O)[O-].[Na+].[Na+].[Na+].[Na+].FC(OC1=CC=C(C=C1)N1CCNCC1)(F)F 1-(4-(trifluoromethoxy)phenyl)piperazine tetra-sodium iminodisuccinate